C1(CCCC1)CNC(=O)NCC1=CC(=NC=C1)OC(F)F 1-(cyclopentyl-methyl)-3-[[2-(difluoromethoxy)pyridin-4-yl]methyl]urea